COCCS(=O)(=O)NC1=C(C(=O)N)C=C(C=C1)C(F)(F)F 2-((2-methoxyethyl)sulfonamido)-5-(trifluoromethyl)benzamide